CN(C1=NC=2C(=N1)C1=CC=CC=C1C(C2C2=CC=C(C=C2)C)=O)C 2-(dimethylamino)-4-(4-methylphenyl)-5H-naphtho[1,2-d]imidazol-5-one